CC(C(C(=O)N1C(CC(C1)O)C(=O)NCC1=CC=C(C=C1)C1=C(N=CS1)C)N1N=NC(=C1)C1(CC1)C)(C)C 1-(3,3-dimethyl-2-(4-(1-methylcyclopropyl)-1H-1,2,3-triazol-1-yl)butanoyl)-4-hydroxy-N-(4-(4-methylthiazol-5-yl)benzyl)pyrrolidine-2-carboxamide